[Pt].[Sn]=O tin oxide platinum